ClC=1C=C(C(=NC1)[C@@H]1OC2=C(C=CC=C2C=C1)C1CCN(CC1)CC1=NC=2C(=NC(=CC2)C(=O)O)N1C[C@H]1OCC1)C 2-((4-((R)-2-(5-chloro-3-methylpyridin-2-yl)-2H-chromen-8-yl)piperidin-1-yl)methyl)-3-(((S)-oxetan-2-yl)methyl)-3H-imidazo[4,5-b]pyridine-5-carboxylic acid